C(C)(C)(C)[S@@](=O)N[C@]1(C2=CC=CC=C2CC12CCN(CC2)C(=O)OC(C)(C)C)C tert-butyl (R)-1-(((R)-tert-butylsulfinyl)amino)-1-methyl-1,3-dihydrospiro[indene-2,4'-piperidine]-1'-carboxylate